FC1=C2C(=NC=NC2=CC(=C1)C=1C=NN(C1)C)C=1C(=NN(C1)C)C1=CC=CC=C1 5-fluoro-7-(1-methyl-1H-pyrazol-4-yl)-4-(1-methyl-3-phenyl-1H-pyrazol-4-yl)quinazoline